(1S,3S,5S)-5-methyl-N-((R)-2-oxo-1-((1-trityl-1H-imidazol-4-yl)methyl)pyrrolidin-3-yl)-2-((4-phenoxybutanoyl)glycyl)-2-azabicyclo[3.1.0]hexane-3-carboxamide C[C@@]12C[C@H](N([C@H]2C1)C(CNC(CCCOC1=CC=CC=C1)=O)=O)C(=O)N[C@H]1C(N(CC1)CC=1N=CN(C1)C(C1=CC=CC=C1)(C1=CC=CC=C1)C1=CC=CC=C1)=O